N-[3-[[5,7-difluoro-2-(4-fluorophenyl)-1H-indol-3-yl]methyl]cyclobutyl]-1-(hydroxymethyl)cyclopropanecarboxamide FC=1C=C2C(=C(NC2=C(C1)F)C1=CC=C(C=C1)F)CC1CC(C1)NC(=O)C1(CC1)CO